FC1=CC(=C(C=C1)O)C(C)NC1=NC=2N(C=C1)N=CC2[N+](=O)[O-] 4-fluoro-2-(1-((3-nitropyrazolo[1,5-a]pyrimidin-5-yl)amino)ethyl)phenol